Cl.ClN1CCC(CC1)CC1=CC=C(C=C1)CC=1C=2C3=C(C(N(C3=CC1)C1C(NC(CC1)=O)=O)=O)C=CC2 3-[6-[[4-[(1-chloro-4-piperidyl)methyl]phenyl]methyl]-2-oxo-benzo[cd]indol-1-yl]piperidine-2,6-dione, hydrochloride